C1(=CC=C(C=C1)C(=O)OCC)C1=CC=C(C=C1)C(=O)OCC diethyl 4,4'-biphenyldicarboxylate